2-Bromo-1-vinyl-3-methoxybenzene BrC1=C(C=CC=C1OC)C=C